tris-(3-methylbenzene) phosphate P(=O)(O)(O)O.CC=1C=CC=CC1.CC=1C=CC=CC1.CC=1C=CC=CC1